methyl 5-[5-chloro-3-(methoxymethoxy)pyridin-2-yl]-1-methylpyrrole-3-carboxylate ClC=1C=C(C(=NC1)C1=CC(=CN1C)C(=O)OC)OCOC